6-(3,5-dimethylisoxazol-4-yl)-4-nitro-1-(1-phenylethyl)-1H-benzo[d]imidazol-2(3H)-one CC1=NOC(=C1C=1C=C(C2=C(N(C(N2)=O)C(C)C2=CC=CC=C2)C1)[N+](=O)[O-])C